(R,Z)-2-fluoro-3-((3-(4-fluorobutyl)-2-methyl-7-(methylthio)-1,1-dioxido-5-phenyl-2,3,4,5-tetrahydrobenzo[f][1,2,5]thiadiazepin-8-yl)oxy)acrylic acid F\C(\C(=O)O)=C/OC1=CC2=C(N(C[C@H](N(S2(=O)=O)C)CCCCF)C2=CC=CC=C2)C=C1SC